BrC1OC2=C(C1)C=CC=C2S(=O)(=O)Cl bromo-2,3-dihydrobenzofuran-7-sulfonyl chloride